(R,S)-α-cyano-3-phenoxybenzyl-(1RS)-cis-trans-3-(2,2-dichlorovinyl)-2,2-dimethylcyclopropanecarboxylate C(#N)[C@@H](C1=CC(=CC=C1)OC1=CC=CC=C1)OC(=O)[C@H]1C([C@H]1C=C(Cl)Cl)(C)C